2-(6-chloro-1H-indol-3-yl)-N-(4-((6-methyl-2-(pyrrolidin-1-yl)pyrimidin-4-yl)amino)phenyl)acetamide ClC1=CC=C2C(=CNC2=C1)CC(=O)NC1=CC=C(C=C1)NC1=NC(=NC(=C1)C)N1CCCC1